CC1=C(C=CC(=C1[N+](=O)[O-])C)C1=NNC=C1 3-(2,4-Dimethyl-3-nitrophenyl)-1H-pyrazole